NC=1C2=C(N=CN1)N(C=C2C2CC2)[C@H]2[C@@H]([C@@]1([C@H](O2)[C@@H](CC1)CC1=CC=C2C=C(C(=NC2=C1)N)F)O)O (2R,3R,3aS,6S,6aR)-2-(4-amino-5-cyclopropyl-7H-pyrrolo[2,3-d]pyrimidin-7-yl)-6-[(2-amino-3-fluoroquinolin-7-yl)methyl]hexahydro-3aH-cyclopenta[b]furan-3,3a-diol